4-carbamimidamidobenzoat N(C(=N)N)C1=CC=C(C(=O)[O-])C=C1